2-(((2S,4R)-4-fluoro-1-methylpyrrolidin-2-yl)methoxy)pyrido[4,3-d]pyrimidine F[C@@H]1C[C@H](N(C1)C)COC=1N=CC2=C(N1)C=CN=C2